4-Hydroxy-2-methyl-6-morpholinylpyrido[4,3-d]pyrimidin-7(6H)-one OC=1C=2C(N=C(N1)C)=CC(N(C2)N2CCOCC2)=O